3-(((3,4-dihydroquinazolin-2-yl)thio)methyl)-6-(4-methoxybenzyl)-6-methyl-5,6-dihydroimidazo[2,1-b]thiazole dihydrochloride Cl.Cl.N1=C(NCC2=CC=CC=C12)SCC=1N2C(SC1)=NC(C2)(C)CC2=CC=C(C=C2)OC